COC1=C2C(=NC(=NC2=CC=C1)C)S 5-methoxy-2-methylquinazoline-4-thiol